4-(4-tert-butoxycarbonylpiperazin-1-yl)-1H-indole-7-carboxylic acid C(C)(C)(C)OC(=O)N1CCN(CC1)C1=C2C=CNC2=C(C=C1)C(=O)O